(4-(2-(3,4,5-trimethoxyphenylamino)thieno[3,2-d]pyrimidin-7-yl)phenyl)methanol COC=1C=C(C=C(C1OC)OC)NC=1N=CC2=C(N1)C(=CS2)C2=CC=C(C=C2)CO